tert-butyl (Z)-(3-fluoro-2-(((2-((2-(oxetan-2-yl)ethyl)amino)benzo[d]oxazol-6-yl)oxy)methyl)allyl)carbamate F\C=C(\CNC(OC(C)(C)C)=O)/COC1=CC2=C(N=C(O2)NCCC2OCC2)C=C1